N-(3-(tert-butylsulfanyl)-2-chlorophenyl)-2-chloro-3-fluorobenzamide C(C)(C)(C)SC=1C(=C(C=CC1)NC(C1=C(C(=CC=C1)F)Cl)=O)Cl